D-serinamide N[C@H](CO)C(=O)N